CC[N+](C)(CC)CCOC(=O)C1CCCC(C)[N+]1(C)C.[I-].[I-] dicholine